7-BROMO-6-HYDROXYINDOLE-3-CARBOXALDEHYDE BrC=1C(=CC=C2C(=CNC12)C=O)O